BrC=1N(C2=CC=CC=C2C1)C1=NC=CC=C1 2-bromo-1-(pyridine-2-yl)indole